3-[3-(4,4,5,5-tetramethyl-1,3,2-dioxaborolan-2-yl)phenyl]-2,5-dihydro-1H-pyrrole CC1(OB(OC1(C)C)C=1C=C(C=CC1)C=1CNCC1)C